C(C)(C)(C)OC(NC1=CC=C(C=C1)C1NCCCC1C(NC1=CC(=C(C=C1)C)C(F)(F)F)=O)=O tert-butyl(4-(3-((4-methyl-3-(trifluoromethyl)phenyl)carbamoyl) piperidin-2-yl)phenyl)carbamate